C(=O)C1=CC(=CC=2C=CSC21)C(CC(=O)OCC)C2=C(C1=C(N(N=N1)CC(F)(F)F)C=C2)C ethyl 3-(7-formyl-1-benzothiophen-5-yl)-3-[4-methyl-1-(2,2,2-trifluoroethyl)-1H-benzotriazol-5-yl]propanoate